C(CCCC\C=C/C\C=C/C\C=C/CCCCC)(=O)O[C@@H]1CC2=CC[C@H]3[C@@H]4CC[C@H]([C@@H](CCCC(C)C)C)[C@]4(CC[C@@H]3[C@]2(CC1)C)C cholesterol γ-linolenate